OC1C(CCC1)NC(=O)NC1=CC=C(C=C1)C=1SC=C(N1)C (2-hydroxycyclopentyl)-3-(4-(4-methylthiazol-2-yl)phenyl)urea